acryloxysuccinic acid C(C=C)(=O)OC(C(=O)O)CC(=O)O